methyl (2R,6R)-6-methylmorpholine-2-carboxylate hydrochloride Cl.C[C@H]1O[C@H](CNC1)C(=O)OC